ClC1=CC(=NC=C1)C(CC[C@H]1CC(N(C1)C(=O)OC(C)(C)C)(C)C)NC1=NC(=CC=C1)S(N)(=O)=O tert-Butyl (4S)-4-[3-(4-chloro-2-pyridyl)-3-[(6-sulfamoyl-2-pyridyl)amino]propyl]-2,2-dimethyl-pyrrolidine-1-carboxylate